C(C)NC=1C=C(C=2N=CC=NC2C1)NC1=NNC(=C1)C N7-ethyl-N5-(5-methyl-1H-pyrazol-3-yl)quinoxaline-5,7-diamine